[C@@H]1(CC[C@@H](CO)O1)N1C(=S)NC(=O)C(C)=C1 deoxy-2-thio-thymidine